6-(5-(2-fluoro-phenyl)-4-(trifluoromethyl)-1H-pyrazol-1-yl)-2-azaspiro[3.3]heptane FC1=C(C=CC=C1)C1=C(C=NN1C1CC2(CNC2)C1)C(F)(F)F